C1(CC1)N(C(=O)C=1C=CC2=C(OCC(N2)=O)C1)CC1=CC=C(C=C1)C(NC1=NC=C(C=C1)[N+](=O)[O-])=O N-cyclopropyl-N-(4-((5-nitropyridin-2-yl)carbamoyl)benzyl)-3-oxo-3,4-dihydro-2H-benzo[b][1,4]oxazine-7-carboxamide